N1(CCCC1)S(=O)(=O)C=1C=C(C(=O)O)C=CC1NCCCCCCCC(F)(F)F 3-pyrrolidin-1-ylsulfonyl-4-(8,8,8-trifluorooctylamino)benzoic acid